CC1=C(C(=CC=C1)C)C1=CC(=CC(=C1)NC)CO (2',6'-dimethyl-5-(methylamino)-[1,1'-biphenyl]-3-yl)methanol